tert-Butyl (3-(2-bromo-4-nitrophenoxy)phenyl)carbamate BrC1=C(OC=2C=C(C=CC2)NC(OC(C)(C)C)=O)C=CC(=C1)[N+](=O)[O-]